C1(CCCCC1)CN1N=CC(=C1)C1=C(C=2N(C=C1)C(=CN2)C=2N=NC(=C(C2)C)NC2=NC=CC=C2)C(=O)O 7-(1-(cyclohexylmethyl)-1H-pyrazol-4-yl)-3-(5-methyl-6-(pyridin-2-ylamino)pyridazin-3-yl)imidazo[1,2-a]pyridine-8-carboxylic acid